CS(=O)(=O)OCC1CCC(CC1)CO[Si](C)(C)C(C)(C)C ((1r,4r)-4-(((tert-butyldimethylsilyl)oxy)methyl)cyclohexyl)methyl methanesulfonate